2-(4-tert-butyl-5-chloro-3-fluoro-2-methyl-phenyl)-4-oxo-1H-1,6-naphthyridine-5-carboxamide C(C)(C)(C)C1=C(C(=C(C=C1Cl)C=1NC=2C=CN=C(C2C(C1)=O)C(=O)N)C)F